tert-butyl-2-(3'-(3-(hydroxymethyl)-1,7-naphthyridin-8-ylamino)-2,2'-dimethylbiphenyl-3-ylcarbamoyl)-1-methyl-6,7-dihydro-1H-imidazo[4,5-c]pyridine-5(4H)-carboxylate C(C)(C)(C)OC(=O)N1CC2=C(CC1)N(C(=N2)C(NC=2C(=C(C=CC2)C2=C(C(=CC=C2)NC=2N=CC=C1C=C(C=NC21)CO)C)C)=O)C